2-benzyl 1-(tert-butyl) (2R,4R)-4-((4-phenylthiophen-2-yl)methyl)pyrrolidine-1,2-dicarboxylate C1(=CC=CC=C1)C=1C=C(SC1)C[C@H]1C[C@@H](N(C1)C(=O)OC(C)(C)C)C(=O)OCC1=CC=CC=C1